C(C)(=O)OC1=C(C=C(C=C1)C(C)=O)COC(C)=O 1-{4-(acetoxy)-3-[(acetoxy)methyl]phenyl}ethanone